COCC1(CCCCC1)C(=O)O (methoxymethyl)cyclohexane-1-carboxylic acid